COC1=C(C(=CC=C1)OC)N1C(=NC=2N=NC(=CC21)C(S(=O)(=O)N)C2CC(C2)(C)O)C2=NC(=CC=C2)OCC (5-(2,6-Dimethoxyphenyl)-6-(6-ethoxypyridin-2-yl)-5H-imidazo[4,5-c]pyridazin-3-yl)-1-(3-hydroxy-3-methylcyclobutyl)methanesulfonamide